2,5-dihydroxy-2,5-dimethylhexane OC(C)(CCC(C)(C)O)C